BrC1=CC(=C(O[C@H](C(=O)O)CCF)C=C1F)C1=NOC=C1 (S)-2-[4-bromo-5-fluoro-2-(3-isoxazolyl)phenoxy]-4-fluorobutyric acid